C1(CC1)C(=O)NC1=CC(=C(N=N1)C(=O)N)NC1=C(C(=CC=C1)C=1C=NN(C1)[C@@H]1COC[C@@H]1OC([2H])([2H])[2H])OC 6-(cyclopropanecarboxamido)-4-((2-methoxy-3-(1-((3R,4R)-4-(methoxy-d3)tetrahydrofuran-3-yl)-1H-pyrazol-4-yl)phenyl)amino)pyridazine-3-carboxamide